F[C@@H]1CN(C[C@H]1NC1=NC(=NC2=CC=C(C=C12)C)N1CCS(C2=C(C1)C=CC=C2)=O)C(=O)OCC2=CC=CC=C2 Benzyl trans-3-fluoro-4-{[6-methyl-2-(1-oxido-2,3-dihydro-1,4-benzothiazepin-4(5H)-yl)quinazolin-4-yl]amino}pyrrolidine-1-carboxylate